BrC1=C(C2=C(N(C(=N2)CN2CCC(CC2)C2=CC=CC=3O[C@](OC32)(C)C3=C(C=C(C=C3)Cl)F)C[C@H]3OCC3)C=C1)F 5-bromo-2-((4-((S)-2-(4-chloro-2-fluorophenyl)-2-methylbenzo[d][1,3]dioxol-4-yl)piperidin-1-yl)methyl)-4-fluoro-1-(((S)-oxetan-2-yl)methyl)-1H-benzo[d]imidazole